N-[3-[4-[4-(3-cyano-4-methoxy-pyrazolo[1,5-a]pyridin-6-yl)-5-methyl-pyrazol-1-yl]-1-piperidinyl]cyclobutyl]prop-2-enamide C(#N)C=1C=NN2C1C(=CC(=C2)C=2C=NN(C2C)C2CCN(CC2)C2CC(C2)NC(C=C)=O)OC